FC=1C=C(C(=NC1)C#C[C@@H](C)NC(OCC1=CC=CC=C1)=O)[C@@H]1N(CCC1)C1=CC=C2C(=N1)N(C=N2)S(=O)(=O)C(F)(F)F Benzyl ((R)-4-(5-fluoro-3-((R)-1-(3-((trifluoromethyl)sulfonyl)-3H-imidazo[4,5-b]pyridin-5-yl) pyrrolidin-2-yl)pyridin-2-yl)-but-3-yn-2-yl)carbamate